O=C1N(C2=CC=CC=C2C(N1CC1=C(C=CC=C1)C(F)(F)F)=O)CC1=CC=C(C(=O)NO)C=C1 4-((2,4-dioxo-3-(2-(trifluoromethyl)benzyl)-3,4-dihydroquinazolin-1(2H)-yl)methyl)-N-hydroxybenzamide